C(C)(=O)N1CCC(CC1)NCC1=C(C(=NC=C1)NC1=C(C(=NC=C1)C=1C(=C(C=CC1)C1=CC=C(C(=N1)OC)CNCC1CCC(N1)=O)Cl)Cl)F 5-((((6-(3-(4-((4-(((1-acetylpiperidin-4-yl)amino)methyl)-3-fluoropyridin-2-yl)amino)-3-chloropyridin-2-yl)-2-chlorophenyl)-2-methoxypyridin-3-yl)methyl)amino)methyl)pyrrolidin-2-one